CC1=C(C(CCC1O)(C)C)/C=C/C(=C/C=C/C(=C/C=C/C=C(\\C)/C=C/C=C(\\C)/C=C/C2=C(C(=O)CCC2(C)C)C)/C)/C The molecule is a member of the class of carotenone that is echinenone carrying an additional hydroxy substituent at position 4'. It is a carotenone, an enone and a secondary alcohol. It derives from an echinenone.